FC1=C(C=C(C=C1)F)C1=CC(=CC=C1)F 2,3',5-trifluoro-[1,1'-biphenyl]